C(C1CO1)OCCC[Si](OC)(OC)C (3-(glycidyloxy)propyl)methyldimethoxysilane